3,5-diethyl-2-propyl-5,6-dihydro-2H-pyran C(C)C=1C(OCC(C1)CC)CCC